[2H]C(C=1C=CC(=NC1)Cl)Br 5-(deuterobromomethyl)-2-chloropyridine